3-nitrophenyl-((2R,6s)-2,6-dimethylmorpholino)methanone monohydrochloride Cl.[N+](=O)([O-])C=1C=C(C=CC1)C(=O)N1C[C@H](O[C@H](C1)C)C